3,5-dichloro-4-iodopyridin-2-amine ClC=1C(=NC=C(C1I)Cl)N